FC(OC=1C=C(C=NC1[C@H]1N([C@@H](CC2=C3C(=CC=C12)NN=C3)C)CC(F)(F)F)NC3CN(C3)CCCF)F 5-(Difluoromethoxy)-N-(1-(3-fluoropropyl)azetidin-3-yl)-6-((6S,8R)-8-methyl-7-(2,2,2-Trifluoroethyl)-6,7,8,9-tetrahydro-3H-pyrazolo[4,3-f]isoquinolin-6-yl)pyridin-3-amine